2-(2,6-dioxo-3-piperidyl)-5-[2-(2-hydroxyethoxy)ethoxy]isoindoline-1,3-dione O=C1NC(CCC1N1C(C2=CC=C(C=C2C1=O)OCCOCCO)=O)=O